6-(7-Cyano-1-methyl-benzimidazol-4-yl)-5-(methylamino)-3-(4-morpholinoanilino)pyrazine C(#N)C1=CC=C(C2=C1N(C=N2)C)C2=C(N=C(C=N2)NC2=CC=C(C=C2)N2CCOCC2)NC